C(C)(C)C=1C(=CC2=C(N(C(N2)=O)C2CCN(CC2)CC2COCC2)C1)C=1C=C(C=2N(C1)N=CN2)OC 6-isopropyl-5-(8-methoxy-[1,2,4]triazolo[1,5-a]pyridin-6-yl)-1-(1-((tetrahydrofuran-3-yl)methyl)piperidin-4-yl)-1,3-dihydro-2H-benzo[d]imidazol-2-one